C1(CC1)N(C(=O)[C@H]1CN(CCC1)C=1C=C(OC(C(=O)N2CCN(CC2)C(=O)OC(C)(C)C)(C)C)C=CC1)CC1=CC=C(C=C1)C(C)C tert-butyl (R)-4-(2-(3-(3-(cyclopropyl(4-isopropylbenzyl)carbamoyl)piperidin-1-yl)phenoxy)-2-methylpropanoyl)piperazine-1-carboxylate